O.BrC=1C(=CC(=C(C(=O)O)C1)O)O 5-Bromo-2,4-dihydroxybenzoic acid monohydrate